9,9',9'',9'''-(4-(pyridin-2-yl)-6-(pyridin-3-yl)benzene-1,2,3,5-tetrayl)tetrakis(3-methyl-9H-carbazole) N1=C(C=CC=C1)C1=C(C(=C(C(=C1N1C2=CC=CC=C2C=2C=C(C=CC12)C)C=1C=NC=CC1)N1C2=CC=CC=C2C=2C=C(C=CC12)C)N1C2=CC=CC=C2C=2C=C(C=CC12)C)N1C2=CC=CC=C2C=2C=C(C=CC12)C